CC1C=2N(C=CN(C1)C)N=CC2 4,6-dimethyl-5,6-dihydro-4H-pyrazolo[1,5-d][1,4]diazepin